(1R,3R)-3-((4-((1H-Indazol-5-yl)ethynyl)-[2,4'-bipyrimidin]-2'-yl)amino)cyclopentanol N1N=CC2=CC(=CC=C12)C#CC1=NC(=NC=C1)C1=NC(=NC=C1)N[C@H]1C[C@@H](CC1)O